((2-(1,4-dioxo-8-azaspiro[4.5]decan-8-yl)thiophen-3-yl)methyl)-2-(9-(pyridin-2-yl)-6-oxaspiro[4.5]decan-9-yl)ethanamine O=C1CCC(C12CCN(CC2)C=2SC=CC2CC(CC2(CCOC1(CCCC1)C2)C2=NC=CC=C2)N)=O